C(N)(=O)[C@@H]1CC2(CN1C([C@H](CC(C)C)N(C(OCC1=CC=CC=C1)=O)C)=O)C(NC1=C(O2)C=CC=C1)=O benzyl ((2S)-1-((5'S)-5'-carbamoyl-3-oxo-3,4-dihydrospiro[benzo[b][1,4]oxazine-2,3'-pyrrolidin]-1'-yl)-4-methyl-1-oxopentan-2-yl)(methyl)carbamate